BrC(C)(C)[Si](OC)(OC)OC 1-bromo-1-methylethyltrimethoxysilane